FC=1C=C(C=C(C1)F)C(=O)N1C2=C(NC3=C(C1)C=NN3C)C=CC=C2 (3,5-Difluorophenyl)(1-methyl-4,10-dihydrobenzo[b]pyrazolo[3,4-e][1,4]diazepin-5(1H)-yl)methanone